fluorine yttrium borate B([O-])([O-])[O-].[Y+3].[F]